C1=CC=CC=2C3=CC=CC=C3C(C12)COC(=O)N[C@@H](CCCCNC(C1=CN=C(C=C1)N1CCOCC1)=O)C(=O)O N2-(((9H-fluoren-9-yl)methoxy)carbonyl)-N6-(6-morpholinonicotinoyl)-L-lysine